FC1=C(C=CC(=C1)F)[C@H](C)NC(C(C)C=1C(NC2=CC=C(C=C2C1C(F)(F)F)F)=O)=O N-[(1S)-1-(2,4-Difluorophenyl)ethyl]-2-[6-fluoro-2-oxo-4-(trifluoromethyl)-1H-quinolin-3-yl]propanamide